4-(2-hydroxyethoxy)phenyl-2H-naphtho[1,2-b]pyran OCCOC1=CC=C(C=C1)C1C=CC2=C(O1)C1=CC=CC=C1C=C2